C(C)(C)N1CC(N(C2(CC(C2)C=2SC(=CN2)C)C1=O)CC1=CC=C(C=C1)C(F)(F)F)=O (2s,4s)-8-isopropyl-2-(5-methylthiazol-2-yl)-5-(4-(trifluoromethyl)benzyl)-5,8-diazaspiro[3.5]nonane-6,9-dione